1-(1-isobutoxyethoxy)-2-methyl-propane C(C(C)C)OC(C)OCC(C)C